COCCOC(=O)N1CCN(CC1)C1=CC=C(C=C1)C1=C(C=C(C=C1)Cl)N1CC(CCC1)N1N=CC(=C1C(F)(F)F)C(=O)OCC 4-(4'-chloro-2'-{3-[4-(ethoxycarbonyl)-5-(trifluoromethyl)-1H-pyrazol-1-yl]piperidin-1-yl}[1,1'-biphenyl]-4-yl)piperazine-1-carboxylic acid 2-methoxyethyl ester